1,4-bis(triethoxymethoxy)benzene C(C)OC(OC1=CC=C(C=C1)OC(OCC)(OCC)OCC)(OCC)OCC